5-hydroxy-3,7,8,2-tetramethoxyflavone OC1=C2C(C(C(OC2=C(C(=C1)OC)OC)(C1=CC=CC=C1)OC)OC)=O